FC([C@H]1C[C@H](NC1)C(=O)O)(F)F (2S,4S)-4-trifluoromethyl-tetrahydropyrrole-2-carboxylic acid